1,4-didecyl-1,4-diazoniabicyclo[2.2.2]octane dibromide [Br-].[Br-].C(CCCCCCCCC)[N+]12CC[N+](CC1)(CC2)CCCCCCCCCC